The molecule is a diterpene alkaloid with formula C24H39NO9 that is isolated from the roots of Aconitum carmichaelii. It has a role as a plant metabolite. It is a bridged compound, a diterpene alkaloid, an organic heteropolycyclic compound, a polyether, a secondary alcohol, a tertiary alcohol, a tertiary amino compound and a pentol. It derives from a hydride of an aconitane. CN1C[C@@]2([C@@H](C[C@@H]([C@@]34[C@@H]2[C@H]([C@@H](C31)[C@@]5([C@@H]6[C@H]4C[C@@]([C@@H]6O)([C@H]([C@@H]5O)OC)O)O)OC)OC)O)COC